methyl 4-((2-(3-chloro-4-(trifluoromethoxy) phenyl) thiazol-4-yl) thio)-1H-1,2,3-triazole-5-carboxylate ClC=1C=C(C=CC1OC(F)(F)F)C=1SC=C(N1)SC=1N=NNC1C(=O)OC